NCCC(=O)N[C@H](C(=O)OC(C)(C)C)CCC(C=[N+]=[N-])=O tert-Butyl (S)-2-(3-aminopropanamido)-6-diazo-5-oxohexanoate